N1=CC(=CC=C1)COC1NCCC2=CC=CC=C12 (pyridin-3-ylmethoxy)-1,2,3,4-tetrahydroisoquinoline